C(C1=CC=CC=C1)SC1(CC1)CN1C(C2=C(CC1)C(=NN2C)C(=O)OC)=O methyl 6-((1-(benzylthio)cyclopropyl)methyl)-1-methyl-7-oxo-4,5,6,7-tetrahydro-1H-pyrazolo[3,4-c]pyridine-3-carboxylate